(S)-N-(3-chloro-2-methoxy-5-methylpyridin-4-yl)-4-((diphenylmethylene)amino)-5-fluoro-2-((1,1,1-trifluoropropan-2-yl)oxy)benzamide ClC=1C(=NC=C(C1NC(C1=C(C=C(C(=C1)F)N=C(C1=CC=CC=C1)C1=CC=CC=C1)O[C@H](C(F)(F)F)C)=O)C)OC